C(C)(C)(C)C=1C=C(CCC(=O)OCCCCCCCC)C=C(C1O)C(C)(C)C octyl 3,5-di-t-butyl-4-hydroxy-hydrocinnamate